COC1=NC(=NC(=C1)OC)NC(=O)NS(OC1=C(C=CC=C1)OCC)(=O)=O 2-ethoxyphenyl [[(4,6-dimethoxy-2-pyrimidinyl)-amino]carbonyl]sulfamate